2-Benzyl 1-(t-butyl) (2R,4S)-4-fluoropyrrolidine-1,2-dicarboxylate F[C@H]1C[C@@H](N(C1)C(=O)OC(C)(C)C)C(=O)OCC1=CC=CC=C1